(Z)-2-((3-benzyl-5-bromopyrazin-2-yl)amino)-3-(3-(methoxymethyl)phenyl)acrylic acid tert-butyl ester C(C)(C)(C)OC(/C(=C/C1=CC(=CC=C1)COC)/NC1=NC=C(N=C1CC1=CC=CC=C1)Br)=O